CC1(CCCCC1)OC(C(=C)C)=O 1-methylcyclohexylmethacrylat